2-(3-(cyclopentylamino)-5-(3-((4-methyl-4H-1,2,4-triazol-3-yl)methyl)oxetan-3-yl)phenyl)-6-(((1-methylcyclobutyl)amino)methyl)-4-(trifluoromethyl)isoindolin-1-one C1(CCCC1)NC=1C=C(C=C(C1)C1(COC1)CC1=NN=CN1C)N1C(C2=CC(=CC(=C2C1)C(F)(F)F)CNC1(CCC1)C)=O